C(C)(C)(C)OC(=O)N1C=C(CC1)B1OC(C(O1)(C)C)(C)C.C1(CCCC1)CCNC(C1=CC(=CC=C1)NC1=C(C=C(C=C1)OCC1=NC=CC=C1)CC)=O N-(2-cyclopentylethyl)-3-((2-ethyl-4-(pyridin-2-ylmethoxy)phenyl)amino)benzamide tert-butyl-3-(4,4,5,5-tetramethyl-1,3,2-dioxaborolan-2-yl)-4,5-dihydropyrrole-1-carboxylate